C1(=CC=CC=C1)C(=C(C1=CC=CC=C1)C1=CC=CC=C1)C1=CC=C(N)C=C1 4-(1,2,2-triphenylvinyl)aniline